C(C)(C)(C)OC(=O)N1CCC(CC1)C1=CC2=C(NC(O2)=O)C=C1 4-(2-oxo-2,3-dihydrobenzo[d]oxazol-6-yl)piperidine-1-carboxylic acid tert-butyl ester